tert-butyl 2-[4-bromo-2-fluoro-6-[(4-methoxyphenyl)methoxy]anilino]acetate BrC1=CC(=C(NCC(=O)OC(C)(C)C)C(=C1)OCC1=CC=C(C=C1)OC)F